CN(S(=O)(=O)C1CC1)C1=CC(=C(C=C1)OC1=CC(=CC=C1)N1CC(C1)N1CCNCC1)C=1C2=C(C(N(C1)C)=O)NC=C2 N-methyl-N-[3-(6-methyl-7-oxo-1H-pyrrolo[2,3-c]pyridin-4-yl)-4-[3-(3-piperazin-1-ylazetidin-1-yl)phenoxy]phenyl]cyclopropanesulfonamide